The molecule is an acyclic mixed acid anhydride that results from the formal condensation of the phosphoryl group of AMP with the carboxy group of 19-(4-hydroxyphenyl)nonadecanoic acid. It is an acyclic mixed acid anhydride, an adenosine 5'-phosphate and a purine ribonucleoside 5'-monophosphate. It derives from an adenosine 5'-monophosphate and a 19-(4-hydroxyphenyl)nonadecanoic acid. It is a conjugate acid of a 19-(4-hydroxyphenyl)nonadecanoyl-AMP(1-). C1=CC(=CC=C1CCCCCCCCCCCCCCCCCCC(=O)OP(=O)(O)OC[C@@H]2[C@H]([C@H]([C@@H](O2)N3C=NC4=C(N=CN=C43)N)O)O)O